N,N'-bis(5-ethyl-3-methoxy-2-octyloxybenzyl)-N,N'-dimethylethan-1,2-diamine C(C)C=1C=C(C(=C(CN(CCN(C)CC2=C(C(=CC(=C2)CC)OC)OCCCCCCCC)C)C1)OCCCCCCCC)OC